Cl.ClCCN(CC)CC 2-chloro-N,N-diethylethanamine, hydrochloride